FC=1C=C(C=CC1)C1=NOC(=N1)C=1C(=NC(=NC1)NC1=CC2=C(C(OC2(C)C)=O)C=C1)N[C@H](CO)C1=CC=CC=C1 5-({5-[3-(3-fluorophenyl)-1,2,4-oxadiazol-5-yl]-4-{[(1S)-2-hydroxy-1-phenylethyl]amino}pyrimidin-2-yl}amino)-3,3-dimethyl-1,3-dihydro-2-benzofuran-1-one